COC(=O)C1CC2C(NC1C1=CC=C(C=C1)NC1CCCC1)COC2.C2(=CC=CC1=CC=CC=C21)CCC2=NC(=NC(=N2)CCC2=CC=CC1=CC=CC=C21)CCC2=CC=CC1=CC=CC=C21 2,4,6-tris(1-naphthylethyl)s-triazine methyl-2-[4-(cyclopentylamino)phenyl]-1,2,3,4,4a,5,7,7a-octahydrofuro[3,4-b]pyridine-3-carboxylate